2-(3-hydroxyphenyl)isonicotinohydrazide OC=1C=C(C=CC1)C=1C=C(C(=O)NN)C=CN1